2-amino-5-(5-nitrothiophene-2-yl)methyleneaminothiophene-3,4-dicarboxylic acid diethyl ester C(C)OC(=O)C1=C(SC(=C1C(=O)OCC)N=CC=1SC(=CC1)[N+](=O)[O-])N